N-[1-[5-bromo-2-[5-(difluoromethoxy)pyrimidin-2-yl]-1,2,4-triazol-3-yl]ethyl]-3-(difluoromethyl)-5-(trifluoromethyl)benzamide BrC=1N=C(N(N1)C1=NC=C(C=N1)OC(F)F)C(C)NC(C1=CC(=CC(=C1)C(F)(F)F)C(F)F)=O